6-[(3-bromothiophen-2-yl)methyl]adenosine BrC1=C(SC=C1)CC1(C2=NCN([C@H]3[C@H](O)[C@H](O)[C@@H](CO)O3)C2=NC=N1)N